C1(CC1)COC1=C(C=CC(=N1)C(=O)NC(C(=O)O)(CC)CC)N1CC(C1)OC 2-(6-(cyclopropylmethoxy)-5-(3-methoxyazetidin-1-yl)picolinamido)-2-ethylbutanoic acid